3-fluoro-2-[4-[[(1s,2s)-2-hydroxycyclohexyl]amino]pyrido[3,4-d]pyridazin-1-yl]-5-(trifluoromethyl)phenol FC=1C(=C(C=C(C1)C(F)(F)F)O)C1=C2C(=C(N=N1)N[C@@H]1[C@H](CCCC1)O)C=NC=C2